N-[4-[4-chloro-2-(3,3-difluoroazetidine-1-carbonyl)phenyl]-6-cyclopropylpyridin-2-yl]-1-methyl-5-[[[(2S)-oxan-2-yl]methylamino]methyl]-2-oxopyridine-3-carboxamide ClC1=CC(=C(C=C1)C1=CC(=NC(=C1)C1CC1)NC(=O)C=1C(N(C=C(C1)CNC[C@H]1OCCCC1)C)=O)C(=O)N1CC(C1)(F)F